FC1=CC(=C(C=C1)C1=NC=CC2=C1CN(C2=O)C2=NC=C(C=C2)S(=O)(=O)C)OCC(F)(F)F 4-[4-fluoro-2-(2,2,2-trifluoroethoxy)phenyl]-2-[5-(methanesulfonyl)pyridin-2-yl]-2,3-dihydro-1H-pyrrolo[3,4-c]pyridin-1-one